2-(1-cyclopropyl-1H-pyrazol-4-yl)pyrimidin-4-amine C1(CC1)N1N=CC(=C1)C1=NC=CC(=N1)N